ETHYL 1-(2,4-DIMETHOXY-5-METHYLPHENYL)-5-METHYL-1H-1,2,3-TRIAZOLE-4-CARBOXYLATE COC1=C(C=C(C(=C1)OC)C)N1N=NC(=C1C)C(=O)OCC